ethyl 2-(4-(1-(tert-butoxycarbonyl)pyrrolidin-2-yl)-2-fluorophenyl)benzo[d]imidazo[2,1-b]thiazole-7-carboxylate C(C)(C)(C)OC(=O)N1C(CCC1)C1=CC(=C(C=C1)C=1N=C2SC3=C(N2C1)C=CC(=C3)C(=O)OCC)F